C1OCCCC12CCN(CC2)C=2C=1N(C3=CC=C(C=C3N2)C(=O)O)C=CC1 4-(2-Oxa-9-azaspiro[5.5]undecan-9-yl)pyrrolo[1,2-a]quinoxaline-7-carboxylic acid